2-[(8-{4-amino-3-[(methylcarbamoyl)methoxy]phenyl}-3-oxo-1H,2H,3H-benzo[e]isoindol-2-yl)methyl]prop-2-enamide NC1=C(C=C(C=C1)C=1C=CC2=C(C=3CN(C(C3C=C2)=O)CC(C(=O)N)=C)C1)OCC(NC)=O